4-amino-N-methylpyridineformamide NC1=CC(=NC=C1)C(=O)NC